C[C@H]1N(C[C@@H]([C@H]([C@@H]1O)O)O)CCCC1=CSC=C1 (2R,3R,4R,5S)-2-methyl-1-(3-(thiophen-3-yl)propyl)piperidine-3,4,5-triol